CC1N(CC1=C)C(=O)OC(C)(C)C tert-butyl 2-methyl-3-methyleneazetidine-1-carboxylate